(2S)-2-(benzyloxy)-1-(1-piperidyl)-1-propanone C(C1=CC=CC=C1)O[C@H](C(=O)N1CCCCC1)C